C1=C(C=CC2=CC=CC=C12)NC([C@@H](NC(C1=CC=CC=C1)=O)CCCNC(N)=N)=O |r| N-benzoyl-DL-arginine-2-naphthylamide